CC(CC(C)C)NC1=CC=2P(C3=CC=CC=C3NC2C=C1)(CCCCCCCC)=O 2-(1,3-dimethylbutylamino)-10-octyl-5H-phenophosphazine-10-oxide